3-chloro-4-cyanobenzene ClC=1C=CC=CC1C#N